OC=1C=C(C=CC1O)CC(C(=O)OCC1=CC=CC=C1)O benzyl 3-(3,4-dihydroxyphenyl)-2-hydroxypropionate